[Na].C(C)NCC1=CC(=CC=C1)S(=O)(=O)O N-ethyl-3-sulfo-benzylamine monosodium